N1=NC(=C2C1=CC=C2)C(=O)N cyclopenta[1,2-c]pyrazole-3-carboxamide